C[C@H]1CC(C(N(C1)C(=O)OC(C)(C)C)=O)C(=O)C1(CC1)C |r| tert-butyl rac-(5S)-5-methyl-3-(1-methylcyclopropanecarbonyl)-2-oxo-piperidine-1-carboxylate